[3-[[bis(t-butoxycarbonyl) amino] methyl] cyclobutyl] 4-methylbenzenesulfonate CC1=CC=C(C=C1)S(=O)(=O)OC1CC(C1)CN(C(=O)OC(C)(C)C)C(=O)OC(C)(C)C